(4-naphthalen-1-yl-phenyl)-[1,1':2',1'':4'',1''']quaterphenyl-5'-yl-amine C1(=CC=CC2=CC=CC=C12)C1=CC=C(C=C1)NC1=CC=C(C(=C1)C1=CC=CC=C1)C1=CC=C(C=C1)C1=CC=CC=C1